L-3-Iodotyrosine IC=1C=C(C[C@H](N)C(=O)O)C=CC1O